4-(trifluoromethyl)quinoline-2-carboxylic acid FC(C1=CC(=NC2=CC=CC=C12)C(=O)O)(F)F